5-chloro-3-cyclopropyl-1-methyl-pyrazolo[3,4-c]pyridazine ClC=1C=C2C(=NN1)N(N=C2C2CC2)C